N-dodecyl-N-decyl-tolylammonium [tetra(perfluorophenyl) borate] FC1=C(C(=C(C(=C1F)F)F)F)[B-](C1=C(C(=C(C(=C1F)F)F)F)F)(C1=C(C(=C(C(=C1F)F)F)F)F)C1=C(C(=C(C(=C1F)F)F)F)F.C(CCCCCCCCCCC)[NH+](CCCCCCCCCC)C1=C(C=CC=C1)C